3-nitro-6,6a,7,8,9,10-hexahydropyrazino[1,2-d]pyrido[3,2-b][1,4]oxazine trifluoroacetate salt FC(C(=O)O)(F)F.[N+](=O)([O-])C1=CC=2OCC3N(C2N=C1)CCNC3